N-(2-(5-chloro-2-(cyclopropanesulfonylamino)thiazol-4-yl)propan-2-yl)-4-(6-ethoxypyrazin-2-yl)-2-fluorobenzamide ClC1=C(N=C(S1)NS(=O)(=O)C1CC1)C(C)(C)NC(C1=C(C=C(C=C1)C1=NC(=CN=C1)OCC)F)=O